(2-(2-Benzyl-4-methylphenoxy)propyl)-4-methylpiperazine C(C1=CC=CC=C1)C1=C(OC(CN2CCN(CC2)C)C)C=CC(=C1)C